(methyl-(phenyl)amino)-[1,2,4]triazolo[4,3-a]quinazoline-8-carboxylic acid CN(C1=CC=CC=C1)C1=NN=C2N1C1=CC(=CC=C1C=N2)C(=O)O